BrC1=C(C(=C(C(=O)O)C(=C1)NC1=C(C=CC=C1)C(C)C)F)Cl 4-bromo-3-chloro-2-fluoro-6-((2-isopropylphenyl)amino)benzoic acid